bis(trifluoromethyl)iodomethanol FC(F)(F)C(O)(I)C(F)(F)F